(2R,3S)-2,3-difluoro-N-(4-((4-hydroxybenzyl)amino)phenyl)octanamide F[C@H](C(=O)NC1=CC=C(C=C1)NCC1=CC=C(C=C1)O)[C@H](CCCCC)F